1-(5-Bromofuran-2-yl)ethan-1-one BrC1=CC=C(O1)C(C)=O